3-((4-chlorophenyl)thio)-2-methyl-10H-pyrazolo[5',1':2,3]pyrimido[4,5-b]indole ClC1=CC=C(C=C1)SC=1C(=NN2C1N=CC1=C2NC2=CC=CC=C12)C